N-[(1r,3r)-3-[(3-chloro-4-cyanophenyl)oxy]-2,2,4,4-tetramethylcyclobutyl]pyrazole-4-carboxamide ClC=1C=C(C=CC1C#N)OC1C(C(C1(C)C)NC(=O)C=1C=NNC1)(C)C